(1-{[3-(2-{[3-hydroxy-2-(hydroxymethyl)propyl]amino}ethoxy)-5,7-dimethyltricyclo[3.3.1.13,7]dec-1-yl]methyl}-5-methyl-1H-pyrazol-4-yl)pyridine-2-carboxylic acid OCC(CNCCOC12CC3(CC(CC(C1)(C3)C)(C2)C)CN2N=CC(=C2C)C=2C(=NC=CC2)C(=O)O)CO